C(=C)[Si]([SiH](C)C)([SiH](C)C)[SiH](C)C vinyltris(dimethylsilyl)silane